4-(3-(1-(3-(difluoromethyl)-1-((1r,4r)-4-(methylol)cyclohexyl)-1H-pyrazol-4-yl)-1H-1,2,3-triazol-4-yl)pyrazolo[1,5-a]pyrimidin-5-yl)thiomorpholine 1,1-dioxide FC(C1=NN(C=C1N1N=NC(=C1)C=1C=NN2C1N=C(C=C2)N2CCS(CC2)(=O)=O)C2CCC(CC2)CO)F